rac-(2R)-4-hydroxy-5-oxo-2-[rac-(1S)-1,2-dihydroxyethyl]-2H-furan-3-olate OC1=C([C@H](OC1=O)[C@H](CO)O)[O-] |r|